FC1CC(N(CC1)CCCNC(=O)C1=CC2=C(N3C(S2)=NC(=C3)C3=C(C=C(C=C3)[C@@H]3NCCC3)F)C=C1)C N-(3-(4-fluoro-2-methylpiperidin-1-yl)propyl)-2-(2-fluoro-4-((R)-pyrrolidin-2-yl)phenyl)benzo[d]imidazo[2,1-b]thiazole-7-carboxamide